(S)-2-((4-(6-((5-cyanopyrimidin-2-yl)methoxy)pyridin-2-yl)piperazin-1-yl)methyl)-1-(oxetan-2-ylmethyl)-1H-benzo[d]imidazole-6-carboxylic acid C(#N)C=1C=NC(=NC1)COC1=CC=CC(=N1)N1CCN(CC1)CC1=NC2=C(N1C[C@H]1OCC1)C=C(C=C2)C(=O)O